N-((4'-(Dimethylamino)-[1,1'-biphenyl]-4-yl)methyl)-N-(3-(6-methoxypyrimidin-4-yl)phenyl)cyclohexanecarboxamide CN(C1=CC=C(C=C1)C1=CC=C(C=C1)CN(C(=O)C1CCCCC1)C1=CC(=CC=C1)C1=NC=NC(=C1)OC)C